F[C@H]1CN(CC[C@]1(C)O)C1=NN=C(S1)C=1C(=CC(=NC1)C1=CC=C2N1N=CC(=C2)C#N)NC2CCOCC2 7-(5-(5-((3S,4S)-3-fluoro-4-hydroxy-4-methylpiperidin-1-yl)-1,3,4-thiadiazol-2-yl)-4-((tetrahydro-2H-pyran-4-yl)amino)pyridin-2-yl)pyrrolo[1,2-b]pyridazine-3-carbonitrile